N-Hydroxy-2-(2-(3,4,5-trihydroxy-phenyl)acetamido)acetamide ONC(CNC(CC1=CC(=C(C(=C1)O)O)O)=O)=O